CN(C(=O)C=1N=C(NC1C)C1=NC=CC(=C1)C=1C=NC=C(C1)S(=O)(=O)C)C N,N,5-Trimethyl-2-[5-(methylsulfonyl)-3,4'-bipyridin-2'-yl]-1H-imidazole-4-carboxamide